C(C)C=1C(=CC2=C(C(=NO2)N)C1OC)CN1N=CC=C1 5-ethyl-4-methoxy-6-[(1H-pyrazol-1-yl)methyl]-1,2-benzoxazol-3-amine